tert-butyl (2-((4-(1-methyl-1H-indazol-6-yl)thiazol-2-yl)amino)-2-oxoethyl)carbamate CN1N=CC2=CC=C(C=C12)C=1N=C(SC1)NC(CNC(OC(C)(C)C)=O)=O